4-(2-((1,3-dimethyl-1H-pyrazol-4-yl)amino)pyrimidin-4-yl)-2-methylbenzylcarbamic acid tert-butyl ester C(C)(C)(C)OC(NCC1=C(C=C(C=C1)C1=NC(=NC=C1)NC=1C(=NN(C1)C)C)C)=O